chromium compound with pyrrole N1C=CC=C1.[Cr]